FC1(CCC2=C(C=CC=C12)[C@@H](C)NC1=NN(C(C=2C1=CN(C(C2)=O)C2CCOCC2)=O)C)F (R)-4-((1-(1,1-difluoro-2,3-dihydro-1H-inden-4-yl)ethyl)amino)-2-methyl-6-(tetrahydro-2H-pyran-4-yl)pyrido[3,4-d]pyridazine-1,7(2H,6H)-dione